N=1C=NN2C1C=C(C=C2)OC2=CC(=C(C=C2)NC2=NC=NC1=CC(=C(C=C21)NC(/C(=C\[C@@H]2N(CCC2)C)/F)=O)OC)OC (R,E)-N-(4-((4-([1,2,4]triazolo[1,5-a]pyridin-7-yloxy)-2-methoxyphenyl)amino)-7-methoxy-quinazolin-6-yl)-2-fluoro-3-(1-methylpyrrolidin-2-yl)acrylamide